3-AMINOOXINDOLE NC1C(NC2=CC=CC=C12)=O